COC1=CC2=CC3=C(C(OC3)=O)C(=C2C=C1OC)C=1C=NC(=CC1)N(CC=1OC(=CC1)C)C 6,7-dimethoxy-9-(6-(methyl((5-methylfuran-2-yl)methyl)amino)pyridin-3-yl)naphtho[2,3-c]furan-1(3H)-one